ClC1=CC2=C(C=N1)C(=NN2C=2C(=CC1=C(SCCN1)C2)OC)C(=O)O 6-Chloro-1-(6-methoxy-3,4-dihydro-2H-benzo[b][1,4]thiazin-7-yl)-1H-pyrazolo[4,3-c]pyridine-3-carboxylic acid